BrC1=C(C=C(C(=O)N2CC=3N=C(N(C(C3C[C@H]2C)=O)C2=CC=C3C(=N2)N=CN3C)NN)C=C1)C(F)(F)F (R)-7-(4-bromo-3-(trifluoromethyl)benzoyl)-2-hydrazineyl-6-methyl-3-(1-methyl-1H-imidazo[4,5-b]pyridin-5-yl)-5,6,7,8-tetrahydropyrido[3,4-d]pyrimidin-4(3H)-one